(2S,4R)-1-(2-(3-acetyl-5-(pyridazin-4-yl)-1H-indol-1-yl)acetyl)-N-(benzo[d]thiazol-2-ylmethyl)-4-fluoropyrrolidine-2-carboxamide C(C)(=O)C1=CN(C2=CC=C(C=C12)C1=CN=NC=C1)CC(=O)N1[C@@H](C[C@H](C1)F)C(=O)NCC=1SC2=C(N1)C=CC=C2